NCC(C(F)(F)F)O 3-amino-1,1,1-trifluoropropan-2-ol